FC1=C(C(=C(C=2C3=C(C(=C(C(=C3C(=C(C12)F)F)F)F)F)F)F)F)F perfluorophenanthren